Benzyl 3-[3-(3-aminopropanoylamino)propanoylamino]propanoate hydrochloride Cl.NCCC(=O)NCCC(=O)NCCC(=O)OCC1=CC=CC=C1